N1(CC1)C(C(=O)O)C.CN1C(=NC=C1C=1C(=NN(C1)C1=NC=C(C=C1)CO)C(F)(F)F)C(=O)N 1-methyl-5-[1-(5-hydroxymethyl-2-pyridinyl)-3-(trifluoromethyl)pyrazol-4-yl]Imidazole-2-carboxamide (N-aziridinyl)-propionate